((R)-3-aminopyrrolidin-1-yl)((S)-1-(4-chloro-5-fluoro-1H-indole-2-carbonyl)pyrrolidin-3-yl)methanone N[C@H]1CN(CC1)C(=O)[C@@H]1CN(CC1)C(=O)C=1NC2=CC=C(C(=C2C1)Cl)F